(2S)-1-(2-(3-(cyanomethyl)-5-isopropyl-2,4-dioxoimidazolidin-1-yl)-5,6-dihydrobenzo[f]imidazo[1,2-d][1,4]oxazepin-9-yl)pyrrolidine-2-carboxamide C(#N)CN1C(N(C(C1=O)C(C)C)C=1N=C2N(CCOC3=C2C=CC(=C3)N3[C@@H](CCC3)C(=O)N)C1)=O